O=C1C(=CC(=NN1COCC[Si](C)(C)C)/C=C/COC(=O)N1CCN(CC1)C1=NC=C(C=N1)C(F)(F)F)C(F)(F)F [(E)-3-[6-oxo-5-(trifluoromethyl)-1-(2-trimethylsilylethoxymethyl)pyridazin-3-yl]allyl]4-[5-(trifluoromethyl)pyrimidin-2-yl]piperazine-1-carboxylate